C(C1=CC=CC=C1)OC=1C=CC(=NC1F)[C@H](CN1C[C@@H]2[C@](C1)([C@H]([C@H](C2)OC2=CC=CC=C2)O)O)O (3aS,4S,5S,6aR)-2-((S)-2-(5-(benzyloxy)-6-fluoropyridin-2-yl)-2-hydroxyethyl)-5-phenoxyhexahydrocyclopenta[c]pyrrole-3a,4(1H)-diol